C(C1=CC=CC=C1)N1N=C2C(N(CCC2=C1Cl)[C@@H]1C(N(C=2C(=CC=3CCN(CC3C2)S(=O)(=O)C)OC1)C)=O)=O (S)-3-(2-benzyl-3-chloro-7-oxo-2,4,5,7-tetrahydro-6H-pyrazolo[3,4-c]pyridin-6-yl)-5-methyl-8-(methylsulfonyl)-2,3,7,8,9,10-hexahydro-[1,4]oxazepino[2,3-g]isoquinolin-4(5H)-one